C1(CC1)COC1=NC(=NC=C1)C1=CC(=C(C(=C1)F)N1CC(CC1)CC(=O)OCC)F Ethyl {1-[4-(4-cyclopropylmethoxy-pyrimidin-2-yl)-2,6-difluoro-phenyl]-pyrrolidin-3-yl}-acetate